CN(C(C(=O)C1=CC=C(C=C1)N1CCOCC1)(CC)CC1=CC=C(C=C1)C)C 2-dimethylamino-2-(4-methylbenzyl)-1-(4-morpholin-4-ylphenyl)-butan-1-one